N(=[N+]=[N-])CC1=CC=C(O1)C=O 5-(azidomethyl)furan-2-carbaldehyde